(1S,2R)-2-((S)-5H-Imidazo[5,1-a]isoindol-5-yl)-8-oxaspiro[4.5]decan-1-ol C=1N=CN2C1C1=CC=CC=C1[C@@H]2[C@@H]2[C@@H](C1(CC2)CCOCC1)O